BrC=1C=CC=2C(N(C3=CC=CC1C23)C(C(=O)OC)CCC(=O)OC)=O dimethyl 2-(5-bromo-2-oxobenzo[ct]indol-1(2H)-yl)pentanedioate